FC(C1(CC1)C(CC(=O)N[C@@H](C)C1=CC(=CC=C1)OC(F)(F)F)=O)F 3-[1-(Difluoromethyl)cyclopropyl]-3-oxo-N-[(1S)-1-[3-(trifluoromethoxy)phenyl]ethyl]propanamide